C1(=CC=CC=C1)C1CN(C1)C(=O)N1C[C@@H]2[C@@H](OCC(N2)=O)CC1 (4aR,8aS)-6-(3-phenylazetidine-1-carbonyl)hexahydro-2H-pyrido[4,3-b][1,4]oxazin-3(4H)-one